ClC=1SC2=C(N1)C(=CC(=C2)F)F 2-chloro-4,6-difluorobenzo[d]thiazole